FC(C(=O)O)(F)F.COC=1C(=CC(=C(C1)N1CCC(CC1)N1CCN(CC1)C(CC1CCNCC1)=O)C=1C=NN(C1)C)[N+](=O)[O-] 1-(4-(1-(5-methoxy-2-(1-methyl-1H-pyrazol-4-yl)-4-nitrophenyl)piperidin-4-yl)piperazin-1-yl)-2-(piperidin-4-yl)ethan-1-one trifluoroacetate